Ethyl 2-(6-ethylpyridin-3-yl)spiro[5,7-dihydropyrazolo[5,1-b][1,3]oxazine-6,1'-cyclobutane]-3-carboxylate C(C)C1=CC=C(C=N1)C1=NN2C(OCC3(CCC3)C2)=C1C(=O)OCC